4'-((2R,6R)-1-acetyl-4-acryloyl-6-methylpiperazin-2-yl)-6'-chloro-N,6-dimethyl-[2,2'-bipyridine]-4-carboxamide C(C)(=O)N1[C@@H](CN(C[C@H]1C)C(C=C)=O)C1=CC(=NC(=C1)Cl)C1=NC(=CC(=C1)C(=O)NC)C